3,3',3'',3'''-(((1,4,7,10-tetraazacyclododecane-1,4,7,10-tetrayl)tetrakis(methylene))tetrakis(benzene-3,1-diyl))tetrakis(2-(pyrrolidin-3-yl)propanoic acid) N1(CCN(CCN(CCN(CC1)CC=1C=C(C=CC1)CC(C(=O)O)C1CNCC1)CC=1C=C(C=CC1)CC(C(=O)O)C1CNCC1)CC=1C=C(C=CC1)CC(C(=O)O)C1CNCC1)CC=1C=C(C=CC1)CC(C(=O)O)C1CNCC1